1-[3-[[2-[(5-Piperazin-1-ylsulfonyl-2,3-dihydrobenzofuran-7-yl)amino]-5-(trifluoromethyl)pyrimidin-4-yl]amino]propyl]piperidin-2-one N1(CCNCC1)S(=O)(=O)C=1C=C(C2=C(CCO2)C1)NC1=NC=C(C(=N1)NCCCN1C(CCCC1)=O)C(F)(F)F